N-(cyclopropylmethyl)-N-(2-azaspiro[3.3]heptan-6-yl)sulfamide C1(CC1)CN(S(=O)(=O)N)C1CC2(CNC2)C1